FC=1C(=C(C(=CC1)F)C=1C(=CNC1C(C1=CC=C(C=C1)OC)=O)C(=O)[O-])C 4-(3,6-Difluoro-2-methylphenyl)-5-(4-methoxybenzoyl)-1H-pyrrole-3-carboxylate